2-Amino-4-(butylamino)-6-(4-((3-fluoropyrrolidin-1-yl)methyl)benzyl)pyridin NC1=NC(=CC(=C1)NCCCC)CC1=CC=C(C=C1)CN1CC(CC1)F